C1(CC1)S(=O)(=O)C1=C(C=CC=C1)C(=O)N1[C@H](CN(CC1)C=1SC2=C(N1)C=CC(=C2)F)C (2-cyclopropylsulfonylphenyl)-[(2S)-4-(6-fluoro-1,3-benzothiazol-2-yl)-2-methyl-piperazin-1-yl]methanone